Tert-butyl (R)-(1-(4-(4-amino-5-((2,3-dichlorophenyl)thio)-1-methyl-6-oxo-1,6-dihydropyrimidin-2-yl)piperazin-1-yl)-1-oxo-3-(pyridin-4-yl)propan-2-yl)carbamate NC=1N=C(N(C(C1SC1=C(C(=CC=C1)Cl)Cl)=O)C)N1CCN(CC1)C([C@@H](CC1=CC=NC=C1)NC(OC(C)(C)C)=O)=O